C1(OC(C(C=C)(F)O1)(C=C)F)=O 1,2-difluoro-1,2-divinylethylene carbonate